2-(bromoethylamino)piperidine-4-boronic acid pinacol ester hydrochloride Cl.BrCCNC1NCCC(C1)B1OC(C)(C)C(C)(C)O1